1-(2-propylbenzo[d]oxazol-6-yl)-3-(3-(trifluoromethyl)phenyl)urea C(CC)C=1OC2=C(N1)C=CC(=C2)NC(=O)NC2=CC(=CC=C2)C(F)(F)F